2-chloro-6-(4-cyclopropylpiperazin-1-yl)aniline ClC1=C(N)C(=CC=C1)N1CCN(CC1)C1CC1